3-Bromo-2-(4-(4-isopropyl-4H-1,2,4-triazol-3-yl)piperidin-1-yl)benzonitrile BrC=1C(=C(C#N)C=CC1)N1CCC(CC1)C1=NN=CN1C(C)C